3,7-dimethylocta-1,6-dien-3-yl (E)-3-phenylprop-2-enoate (linalyl cinnamate) C(C)(C=C)(CCC=C(C)C)C(C(=O)O)=CC1=CC=CC=C1.C1(=CC=CC=C1)/C=C/C(=O)OC(C=C)(CCC=C(C)C)C